3-(trimethoxysilyl)-propyl-octadecyl-dimethyl-ammonium chloride [Cl-].CO[Si](CCC[N+](C)(C)CCCCCCCCCCCCCCCCCC)(OC)OC